C(C)OC=1C=C(C=CC1O)C=CC(=O)C1=CC=C(C=C1)O 3-(3-Ethoxy-4-hydroxyphenyl)-1-(4-hydroxyphenyl)prop-2-en-1-one